2-((5-amino-3-(difluoromethyl)pyridin-2-yl)oxy)-N,N-dimethylacetamide NC=1C=C(C(=NC1)OCC(=O)N(C)C)C(F)F